ClC1=CC=C(C=C1)C=1N=C2N(C=CC=C2)C1CN1CC2N(C(C1)C2)C(=O)C2=C(C=CC=C2)F (3-{[2-(4-chlorophenyl)imidazo[1,2-a]pyridin-3-yl]methyl}-3,6-diazabicyclo[3.1.1]hept-6-yl)-(2-fluorophenyl)methanone